2-[[2-(phenylmethylene) octylidene] amino]-1-vinyl-1,5-dimethyl-4-hexenyl benzoate C(C1=CC=CC=C1)(=O)OC(C(CC=C(C)C)N=CC(CCCCCC)=CC1=CC=CC=C1)(C)C=C